2-(1-(4-amino-3-(6-methoxypyridin-3-yl)-1H-pyrazolo[3,4-d]pyrimidin-1-yl)ethyl)-3-cyclobutyl-5-fluoroquinazolin-4(3H)-one NC1=C2C(=NC=N1)N(N=C2C=2C=NC(=CC2)OC)C(C)C2=NC1=CC=CC(=C1C(N2C2CCC2)=O)F